4-(dibenzylamino)benzaldehyde-N,N-diphenylhydrazone C1(=CC=CC=C1)N(N=CC1=CC=C(C=C1)N(CC1=CC=CC=C1)CC1=CC=CC=C1)C1=CC=CC=C1